(1S)-1-cyclohexylethanamine C1(CCCCC1)[C@H](C)N